N-((3-((5-((3S,4S)-4-amino-3-methyl-2-oxa-8-azaspiro[4.5]decan-8-yl)pyrazin-2-yl)thio)-2-chlorophenyl)carbamoyl)-3,5-dimethylisoxazole-4-sulfonamide N[C@@H]1[C@@H](OCC12CCN(CC2)C=2N=CC(=NC2)SC=2C(=C(C=CC2)NC(=O)NS(=O)(=O)C=2C(=NOC2C)C)Cl)C